CC=1N=C(OC1)N1C=CC=C1 1-(4-methyl-oxazol-2-yl)-1H-pyrrole